methyl (3R)-3-(tert-butoxycarbonylamino)-8-methyl-4-oxo-3,5-dihydro-2H-1,5-benzothiazepine-7-carboxylate C(C)(C)(C)OC(=O)N[C@H]1CSC2=C(NC1=O)C=C(C(=C2)C)C(=O)OC